CN(CC(=O)N1CC(C1)CC=1C=C2C(=C(NC2=CC1)C=1C=C(C=2N(C1)N=CN2)OC)C(C)C)C 2-(Dimethylamino)-1-(3-((3-isopropyl-2-(8-methoxy-[1,2,4]triazolo[1,5-a]pyridin-6-yl)-1H-indol-5-yl)methyl)azetidin-1-yl)ethan-1-on